NCCC1=CC=C(C(=N1)CO)F (6-(2-aminoethyl)-3-fluoropyridin-2-yl)methanol